COC(CC(=O)C=CC1=CC(=CC=C1)[N+](=O)[O-])=O (3-nitrobenzylidene)-acetoacetic acid methyl ester